ClC=1C(=C(C(=CC1)F)[C@@H](NC(=O)[C@@H]1C[C@H]([C@H](C1)NC=1N=NC=CC1)O)C12CCC(CC1)(C2)F)F (1S,3R,4S)-N-((S)-(3-chloro-2,6-difluorophenyl)(4-fluorobicyclo[2.2.1]heptan-1-yl)methyl)-3-hydroxy-4-(pyridazin-3-ylamino)cyclopentane-1-carboxamide